[Se]=O.[In] indium-selenium oxide